C(C)(C)(C)OC(=O)N1N=CC2=CC(=CC=C12)B1OC(C(O1)(C)C)(C)C 5-(4,4,5,5-tetramethyl-1,3,2-dioxaborolane-2-yl)-1H-indazole-1-carboxylic acid tert-butyl ester